COC(C1=CC(=C(C=C1)N1CC2CC2C1)C#N)=O 4-{3-azabicyclo[3.1.0]hex-3-yl}-3-cyanobenzoic acid methyl ester